ClC1=C(C=CC=C1Cl)C1=CC=C(O1)C(=O)NC1=CC=C(C=C1)C(\C=C\C1=CC=C(C=C1)N(C)CCO)=O 5-(2,3-Dichlorophenyl)-N-[4-[(E)-3-[4-[2-hydroxyethyl(methyl)amino]phenyl]prop-2-enoyl]phenyl]furan-2-carboxamide